(+)-trans-6-[3-[6-(2-Chlorophenoxy)-3-pyridyl]azetidine-1-carbonyl]-4,4a,5,7,8,8a-hexahydropyrido[4,3-b][1,4]oxazin-3-one ClC1=C(OC2=CC=C(C=N2)C2CN(C2)C(=O)N2C[C@@H]3[C@H](OCC(N3)=O)CC2)C=CC=C1